(E)-5-fluoro-2-(2-(4-(trimethylsilyl)but-3-yn-2-ylidene)hydrazineyl)pyrimidine FC=1C=NC(=NC1)N/N=C(\C)/C#C[Si](C)(C)C